OC1=CC=C(C=C1)C(CCC(=O)O)(C)C1=CC=C(C=C1)O 4,4-bis-(4-hydroxyphenyl)-pentanoic acid